1-(4-(4-((2-fluoro-4-((2-((3aR,6aS)-hexahydrocyclopenta[c]pyrrol-2(1H)-yl)pyridin-4-yl)oxy)phenyl)amino)-7H-pyrrolo[2,3-d]pyrimidin-5-yl)piperidin-1-yl)prop-2-en-1-one FC1=C(C=CC(=C1)OC1=CC(=NC=C1)N1C[C@@H]2[C@H](C1)CCC2)NC=2C1=C(N=CN2)NC=C1C1CCN(CC1)C(C=C)=O